6-chloro-2-(2-methoxyacetyl)-1,2,3,4-tetrahydroisoquinoline ClC=1C=C2CCN(CC2=CC1)C(COC)=O